(E)-9-(2-ethoxycarbonyl-vinyl)-2-oxo-1-[3-(trifluoromethyl)phenyl]-1,2-dihydrobenzo[h][1,6]naphthyridine C(C)OC(=O)/C=C/C1=CC=2C(=NC=C3C=CC(N(C23)C2=CC(=CC=C2)C(F)(F)F)=O)C=C1